(S)-N'-((1,2,3,5,6,7-hexahydrodicyclopenta[b,e]pyridin-8-yl)carbamoyl)-2-(2-hydroxypropan-2-yl)-4-(methoxymethyl)thiazole-5-sulfonimidamide C1CCC2=NC3=C(C(=C21)NC(=O)N=[S@@](=O)(N)C2=C(N=C(S2)C(C)(C)O)COC)CCC3